(S)-9-Isopentyl-2-methyl-4-propyl-1-oxa-4,9-diazaspiro[5.5]undecan-3-on C(CC(C)C)N1CCC2(CN(C([C@@H](O2)C)=O)CCC)CC1